N-hydroxy-4-(((2-phenylcyclopropyl)amino)methyl)benzamide TFA Salt OC(=O)C(F)(F)F.ONC(C1=CC=C(C=C1)CNC1C(C1)C1=CC=CC=C1)=O